C(C)N(C(=N)N)CC 1,1-diethylguanidine